2-{3-[(2R,6S)-2,6-dimethylmorpholine-4-carbonyl]-5,6-dihydrocyclopenta[c]pyrazol-1(4H)-yl}-1-(4-phenylazepan-1-yl)ethan-1-one C[C@@H]1CN(C[C@@H](O1)C)C(=O)C=1C2=C(N(N1)CC(=O)N1CCC(CCC1)C1=CC=CC=C1)CCC2